N-(3-chloro-5-(methylsulfonamido)phenyl)-3-(1H-pyrazol-1-yl)benzamide ClC=1C=C(C=C(C1)NS(=O)(=O)C)NC(C1=CC(=CC=C1)N1N=CC=C1)=O